C(C#CC)(=O)NC1CCC(CC1)N1[C@@H](C(N(C=2C=NC(=NC12)NC1=C(C=C(C(=O)NCC)C=C1)OC)C)=O)CC (R)-4-((8-(4-(2-butynamido)cyclohexyl)-7-ethyl-5-methyl-6-oxo-5,6,7,8-tetrahydropteridin-2-yl)amino)-N-ethyl-3-methoxybenzamide